[C@H]12COC[C@@H]2C1NC(=O)C=1C=C(C2=C(C(CO2)C2=NC=CC=C2)C1)C(=O)NC (+/-)-N5-((1R,5S,6r)-3-Oxabicyclo[3.1.0]hexan-6-yl)-N7-methyl-3-(pyridin-2-yl)-2,3-dihydrobenzofuran-5,7-dicarboxamid